Ethyl (S)-6-(5-amino-4-(2-(hydroxymethyl)piperidine-1-carbonyl)-2-methoxyphenoxy)hexanoate NC=1C(=CC(=C(OCCCCCC(=O)OCC)C1)OC)C(=O)N1[C@@H](CCCC1)CO